1-(4-Chloro-2-(2,5-dimethoxypyridin-4-yl)phenyl)ethan-1-one ClC1=CC(=C(C=C1)C(C)=O)C1=CC(=NC=C1OC)OC